2,5-dimethyl-3-phenyl-4-(trifluoromethyl)-1H-pyrrole CC=1NC(=C(C1C1=CC=CC=C1)C(F)(F)F)C